1,3,5-triiodo-2,4,6-triaminobenzene IC1=C(C(=C(C(=C1N)I)N)I)N